C(CCCCCCCCCCCCCCC)N(CCN(CCCCCCCCCCCCCCCC)CCCCCCCCCCCCCCCC)CCCCCCCCCCCCCCCC tetracetyl-ethylenediamine